(2R)-4-{7-bromo-4-[(3-methyl-4-{[1,2,4]triazolo[1,5-a]pyridin-7-yloxy}phenyl)amino]pyrido[3,2-d]pyrimidin-6-yl}-2-(hydroxymethyl)piperazine-1-carboxylic acid tert-butyl ester C(C)(C)(C)OC(=O)N1[C@H](CN(CC1)C=1C(=CC=2N=CN=C(C2N1)NC1=CC(=C(C=C1)OC1=CC=2N(C=C1)N=CN2)C)Br)CO